NC1(C(CCC1)CC1=CC=C(C=C1)CCCCCCCC)CO (1-amino-2-(4-octylbenzyl)cyclopentyl)methanol